2-(dichloro-methyl)-2-methyl-1,3-dioxolane ClC(C1(OCCO1)C)Cl